C1(NC=CC2=CC=CC=C12)=O Isoquinolin-1-one